FC(C1=NN=C(O1)C=1C=C(C(=NC1)CN1N=NC(=C1)C1=CC=C(C=C1)C1CCN(CC1)C(=O)OC(C)(C)C)F)F tert-butyl 4-(4-(1-((5-(5-(difluoromethyl)-1,3,4-oxadiazol-2-yl)-3-fluoropyridin-2-yl)methyl)-1H-1,2,3-triazol-4-yl)phenyl)piperidin-1-carboxylate